C[SiH](C)[Zr](C1C=CC2=CC=CC=C12)C1C=CC2=CC=CC=C12 dimethylsilyl-(bis-indenyl) zirconium